bis[3-triethoxysilylpropyl]tetrasulfane C(C)O[Si](CCCSSSSCCC[Si](OCC)(OCC)OCC)(OCC)OCC